(S)-N-((5-(1-cyclopropylethyl)-2,3-dihydro-1H-inden-4-yl)carbamoyl)-4-(1,2-dihydroxypropan-2-yl)furan-2-sulfonimidamide C1(CC1)C(C)C=1C(=C2CCCC2=CC1)NC(=O)N[S@@](=O)(=N)C=1OC=C(C1)C(CO)(C)O